COC1=CC=C(C=C1)N(C([C@H](CC1=CC=CC=C1)NC(CNS(=O)(=O)C1=CC=C(C=C1)OC)=O)=O)C (S)-N-(4-methoxyphenyl)-2-(2-((4-methoxyphenyl)sulfonamido)acetamido)-N-methyl-3-phenylpropanamide